COCCCN1C(=CC2=C(C=CC=C12)NC1CCN(CC1)C)C#CCNC=1C=CC(=NC1)C(C#N)(C)C 2-[5-({3-[1-(3-methoxypropyl)-4-[(1-methylpiperidin-4-yl)amino]-1H-indol-2-yl]prop-2-yn-1-yl}amino)pyridin-2-yl]-2-methylpropanenitrile